N1NC1 Di-aziridine